C(C1=CC=CC=C1)OC(=O)N1C(C(C(C(C1)C)(F)F)CNS(=O)(=O)C)C 4,4-difluoro-3-(methanesulfonylaminomethyl)-2,5-dimethyl-piperidine-1-carboxylic acid benzyl ester